N-((3R,4S)-4-((6-(2,6-dichloro-3,5-dimethoxyphenyl)-5,6,8,9-tetrahydroimidazo[1,2-a]pyrimido[5,4-e]pyrimidin-2-yl)amino)tetrahydrofuran-3-yl)acrylamide ClC1=C(C(=C(C=C1OC)OC)Cl)N1C=2N(C3=C(C1)C=NC(=N3)N[C@H]3[C@H](COC3)NC(C=C)=O)CCN2